4-(benzo[d]thiazol-6-ylthio)-1H-1,2,3-triazole-5-carboxylic acid 2,2,2-trifluoroacetate FC(C(=O)O)(F)F.S1C=NC2=C1C=C(C=C2)SC=2N=NNC2C(=O)O